CCCCCCCC(=O)NC1=CC=CC=C1C(=O)[O-] The molecule is an amidobenzoate that is the conjugate base of N-octanoylanthranilic acid, arising from the deprotonation of the carboxy group. It derives from an anthranilate and an octanoic acid. It is a conjugate base of a N-octanoylanthranilic acid.